CC=1N=C2N(C=C(N=C2C)NC(=O)C=2C(=NC(=NC2)N2CCNCC2)OCC)C1 N-{2,8-dimethylimidazo[1,2-a]pyrazin-6-yl}-4-ethoxy-2-(piperazin-1-yl)pyrimidine-5-carboxamide